FC(C1=C(C(=O)OC)C(=C(C(=N1)C(F)(F)F)C=1SCCN1)CC(C)C)F methyl 2-difluoromethyl-5-(4,5-dihydro-1,3-thiazol-2-yl)-4-isobutyl-6-trifluoromethylnicotinate